2-(azetidin-3-yl)-1,3,4-oxadiazole N1CC(C1)C=1OC=NN1